(2R,3R,4S,5S)-4-(aminomethyl)-4-(4-chloro-2-fluorophenyl)-3-(4-chlorophenyl)-5-neopentylpyrrolidine-2-carboxylic acid tert-butyl ester C(C)(C)(C)OC(=O)[C@@H]1N[C@H]([C@@]([C@H]1C1=CC=C(C=C1)Cl)(C1=C(C=C(C=C1)Cl)F)CN)CC(C)(C)C